OCC(CO)(C)NC(=O)C1=C(OC2=C1C=C(C=C2)OCC2=C(C=CC=C2)F)C N-(1,3-dihydroxy-2-methylpropan-2-yl)-5-((2-fluorobenzyl)oxy)-2-methylbenzofuran-3-carboxamide